C1(CC1)N(C1=NC=NC(=C1F)NCC1=CC=NC=C1)CC1=CC=C(C=C1)C(F)(F)F N4-cyclopropyl-5-fluoro-N6-(4-pyridylmethyl)-N4-[[4-(trifluoromethyl)phenyl]methyl]pyrimidine-4,6-diamine